2,4-diamino-6-methylpyrimidine folate C(CC[C@@H](C(=O)O)NC(=O)C1=CC=C(NCC2=CN=C3N=C(N)NC(=O)C3=N2)C=C1)(=O)O.NC1=NC(=CC(=N1)N)C